(S)-(1-(5-chloro-4-(methylthio)pyrimidin-2-yl)-4,4-difluoropiperidin-3-yl)methanol ClC=1C(=NC(=NC1)N1C[C@H](C(CC1)(F)F)CO)SC